N-(4-(N-ethylsulfamoyl)phenyl)-2-(4-fluorobenzoyl)-1,2,3,4-tetrahydroisoquinoline-3-carboxamide C(C)NS(=O)(=O)C1=CC=C(C=C1)NC(=O)C1N(CC2=CC=CC=C2C1)C(C1=CC=C(C=C1)F)=O